C(C=CCCCCCCCC)(=O)NCC(=O)O N-undecenoyl-glycine